O=C1N(C(CC1)=O)OC(CCOCCOCCN1C(C=CC1=O)=O)=O 3-{2-[2-(2,5-dioxo-2,5-dihydro-1H-pyrrol-1-yl)ethoxy]ethoxy}propanoic acid 2,5-dioxopyrrolidin-1-yl ester